C1(CC1)CC(C(SC(C)C)=O)NC(CC1N(C(CC1)=O)CC1=C(C(=CC(=C1)F)F)F)=O S-Isopropyl 3-cyclopropyl-2-(2-(5-oxo-1-(2,3,5-trifluorobenzyl)pyrrolidin-2-yl)acetamido)propanethioate